ClC1=C(C=CC(=C1)OC1CC2(CN(C2)C)C1)C=1N(C2=NC=NC(=C2N1)OC1(CC1)C)CC=1SC(=CN1)C 2-((8-(2-chloro-4-((2-methyl-2-azaspiro[3.3]heptan-6-yl)oxy)phenyl)-6-(1-methylcyclopropoxy)-9H-purin-9-yl)methyl)-5-methylthiazole